CC(C(=O)OC)(C(=O)C)C methyl 2,2-dimethyl-acetoacetate